(±)-cis-N-(8-amino-6-(5-methyl-2-oxo-1,2-dihydropyridin-4-yl)isoquinolin-3-yl)-2-fluorocyclopropanecarboxamide NC=1C=C(C=C2C=C(N=CC12)NC(=O)[C@H]1[C@H](C1)F)C1=CC(NC=C1C)=O |r|